Cl.FC1=CC=C(C=N1)C=1C=2N(C=C(C1)C=1C=NN(C1)C1CCNCC1)N=CC2C#N 4-(6-fluoropyridin-3-yl)-6-(1-(piperidin-4-yl)-1H-pyrazol-4-yl)pyrazolo[1,5-a]pyridine-3-carbonitrile hydrochloride